2,2-dimethylcyclopropanecarboxylate CC1(C(C1)C(=O)[O-])C